NC=1C(=NC(=CN1)C1=CC2=C(S(C([C@H]2F)(C)C)(=O)=O)C=C1)C1=NN=C(O1)C1=CC=C(CN(C(OC(C)(C)C)=O)C)C=C1 tert-butyl (S)-(4-(5-(3-amino-6-(3-fluoro-2,2-dimethyl-1,1-dioxo-2,3-dihydrobenzo[b]thiophen-5-yl)pyrazin-2-yl)-1,3,4-oxadiazol-2-yl)benzyl)(methyl)carbamate